B12B3[B-]14B5[B-]23B45.[Yb+2] ytterbium boride